perfluoro(2-hydroxymethyl-2,4-di-n-hexyl-1,3-dioxolane) potassium salt [K].FC1(OC(OC1(F)F)(C(C(C(C(C(C(F)(F)F)(F)F)(F)F)(F)F)(F)F)(F)F)C(O)(F)F)C(C(C(C(C(C(F)(F)F)(F)F)(F)F)(F)F)(F)F)(F)F